BrC1=CC(=C(C(=O)OC)C=C1)OCC(=O)OC methyl 4-bromo-2-(2-methoxy-2-oxoethoxy)benzoate